5,6-dimethoxypicolinonitrile COC=1C=CC(=NC1OC)C#N